Selenophosphat P(=[Se])([O-])([O-])[O-]